FC=1C=CC(=C(C1)[C@@H](C)NC=1C=CC=2N(N1)C(=CN2)C2=NC=CC(=C2)OCCF)OC (R)-N-(1-(5-fluoro-2-methoxyphenyl)ethyl)-3-(4-(2-fluoroethoxy)pyridin-2-yl)imidazo[1,2-b]pyridazin-6-amine